C(C)(C)C1=C(C=CC=C1)C=1N=C(C2=C(N1)SC=N2)NCC2=CC=C(C=C2)C=2N(C=C(N2)C(F)(F)F)C 5-(2-isopropylphenyl)-N-(4-(1-methyl-4-(trifluoromethyl)-1H-imidazol-2-yl)benzyl)thiazolo[5,4-d]pyrimidin-7-amine